[[2,4-Dimethyl-5-(1-oxo-2-azaspiro[4.5]dec-2-yl)phenyl][(trifluoromethyl)sulfonyl]amino]methyl 2,2-dimethylpropanoate CC(C(=O)OCN(S(=O)(=O)C(F)(F)F)C1=C(C=C(C(=C1)N1C(C2(CC1)CCCCC2)=O)C)C)(C)C